(2R,3R)-2-METHYL-3-VINYLCYCLOHEXANONE C[C@H]1C(CCC[C@@H]1C=C)=O